(3-(3-Cyclopentyl-7-morpholinoisoxazolo[4,5-d]pyrimidin-5-yl)phenyl)methanol C1(CCCC1)C1=NOC2=C1N=C(N=C2N2CCOCC2)C=2C=C(C=CC2)CO